(S)-6-((1-((4-Amino-3-hydroxy-2-methylbutan-2-yl)sulfonyl)cyclopropyl)methyl)-N-(4-cyanobenzyl)-1-methyl-7-oxo-4,5,6,7-tetrahydro-1H-pyrazolo[3,4-c]pyridine-3-carboxamide NC[C@@H](C(C)(C)S(=O)(=O)C1(CC1)CN1C(C2=C(CC1)C(=NN2C)C(=O)NCC2=CC=C(C=C2)C#N)=O)O